NC(C(=O)NC=1C(=C(C=C(C1)CCCCC)C1=CC(=C(C=C1)O)CCCCC)O)CCCCN (E)-2,6-diamino-N-(3',5-diamyl-2,4'-dihydroxy-[1,1'-biphenyl]-3-yl)hexanamide